C(#N)CC1(CN(C1)C=1C=2N(C=CC1)N=C(N2)NC2=CC=C(C(=O)NCC=1C=NC(=CC1)C)C=C2)N2N=CC(=C2)CC 4-[[8-[3-(cyanomethyl)-3-(4-ethylpyrazol-1-yl)azetidin-1-yl]-[1,2,4]triazolo[1,5-a]pyridin-2-yl]amino]-N-[(6-methyl-3-pyridyl)methyl]benzamide